C(C)(C)(C)OC(=O)N1[C@@H](C[C@H](C1)C#N)C1=CC=CC=C1 (2S,4r)-4-cyano-2-phenylpyrrolidine-1-carboxylic acid tert-butyl ester